2-[4-(benzyloxy)-3-methoxyphenyl]-N-[3-(1,4-dioxaspiro[4.5]deca-7-en-8-yl)phenyl]acetamide C(C1=CC=CC=C1)OC1=C(C=C(C=C1)CC(=O)NC1=CC(=CC=C1)C1=CCC2(OCCO2)CC1)OC